FC(C)(F)C=1C=C(C=CC1F)C=1C=C(C(=NC1)OC)CN1C(OCC1)=O 3-[[5-[3-(1,1-Difluoroethyl)-4-fluoro-phenyl]-2-methoxy-3-pyridyl]methyl]oxazolidin-2-one